C1(CC1)C1=NC(=NC(=C1)OC)C 4-cyclopropyl-6-methoxy-2-methyl-pyrimidine